FC=1C=CC(=C(C1)C(N1C(C2=CC(=CC=C2C1)C1=CC=C(C=C1)C1CCN(CC1)C)=O)C=1NC(=CN1)C(F)(F)F)OC 2-[(5-Fluoro-2-methoxy-phenyl)-[5-(trifluoromethyl)-1H-imidazol-2-yl]methyl]-6-[4-(1-methyl-4-piperidyl)phenyl]isoindolin-1-one